ClCC([C@H](C[C@H]1C(NC(C1)=O)=O)NC(OC(C)(C)C)=O)=O tert-Butyl ((S)-4-chloro-1-((R)-2,5-dioxopyrrolidin-3-yl)-3-oxobutan-2-yl)carbamate